NC1=C2C(=NC=N1)N(N=C2C2=CC=C(C=C2)NC(=O)C=2C(N(N=C(C2)C(C)C)C2=NC=C(C=C2)C)=O)[C@@H]2CC[C@H](CC2)O N-(4-(4-Amino-1-(trans-4-hydroxycyclohexyl)-1H-pyrazolo[3,4-d]pyrimidin-3-yl)phenyl)-6-isoPropyl-2-(5-methylpyridin-2-yl)-3-oxo-2,3-dihydropyridazine-4-carboxamide